(±)-tert-Butyl (3aR,4R,7S,7aS)-Octahydro-4,7-epiminoisobenzofuran-8-carboxylate C1OC[C@H]2[C@H]3CC[C@@H]([C@@H]12)N3C(=O)OC(C)(C)C |r|